potassium methylsulfonyl-methane CS(=O)(=O)C.[K]